(R)-N-(1-(benzo[d][1,3]dioxol-5-yl)butyl)-4-(trifluoromethoxy)benzenesulfonamide O1COC2=C1C=CC(=C2)[C@@H](CCC)NS(=O)(=O)C2=CC=C(C=C2)OC(F)(F)F